5-amino-8-(furan-2-yl)-3-(2-(4-(pyrimidin-4-yl)piperazin-1-yl)ethyl)thiazolo[5,4-e][1,2,4]triazolo[1,5-c]pyrimidin-2(3H)-one NC1=NC2=C(C=3N1N=C(N3)C=3OC=CC3)SC(N2CCN2CCN(CC2)C2=NC=NC=C2)=O